(cyclopropanecarboxamido)-4-((3-(1-cyclopropyl-6-oxo-1,6-dihydropyrimidin-4-yl)-2-methoxyphenyl)amino)-N-(methyl-d3)pyridazine-3-carboxamide C1(CC1)C(=O)NC=1C(=C(N=NC1)C(=O)NC([2H])([2H])[2H])NC1=C(C(=CC=C1)C=1N=CN(C(C1)=O)C1CC1)OC